methyl (3S)-3-(1-ethyl-4-methyl-benzotriazol-5-yl)-3-[2-(2,3,5,6-tetramethylbenzoyl)-3,4-dihydro-1H-isoquinolin-7-yl]propanoate C(C)N1N=NC2=C1C=CC(=C2C)[C@@H](CC(=O)OC)C2=CC=C1CCN(CC1=C2)C(C2=C(C(=CC(=C2C)C)C)C)=O